N-(cis-1-(cyclopropylcarbonyl)-2-(((cis-3-phenylcyclobutyl)oxy)methyl)-piperidin-3-yl)methanesulfonamide C1(CC1)C(=O)N1[C@H]([C@H](CCC1)NS(=O)(=O)C)CO[C@@H]1C[C@@H](C1)C1=CC=CC=C1